C(C)(C)(C)OC(=O)N1C[C@H](CC1)C(NC=1SC2=C(N1)C=CC(=C2)C=2C(=NNC2C)C)=O (S)-3-((6-(3,5-dimethyl-1H-pyrazol-4-yl)benzo[d]thiazol-2-yl)carbamoyl)pyrrolidine-1-carboxylic acid tert-butyl ester